2,6-bis(tribromomethyl)benzoic acid BrC(C1=C(C(=O)O)C(=CC=C1)C(Br)(Br)Br)(Br)Br